C(#N)C=1C=NN2C1C(=CC(=C2)C=2C=NN(C2C)C2CCC(CC2)NC(C)=O)O[C@H](C)C2=NC=C(C=C2)F N-((1R,4r)-4-(4-(3-cyano-4-((R)-1-(5-fluoropyridin-2-yl)ethoxy)pyrazolo[1,5-a]pyridin-6-yl)-5-methyl-1H-pyrazol-1-yl)cyclohexyl)acetamide